[Cl-].C(C1=CC=CC=C1)N1C(N(C=C1)C)C 1-benzyl-2,3-dimethyl-imidazole chloride salt